methyl N-[4-(tert-butoxycarbonylamino) cyclohexyl]-5-nitroindoline-6-carboxylate C(C)(C)(C)OC(=O)NC1CCC(CC1)N1CCC2=CC(=C(C=C12)C(=O)OC)[N+](=O)[O-]